2-(3,4-Dichlorophenyl)ethanol ClC=1C=C(C=CC1Cl)CCO